tert-butyl (5-amino-2-fluoro-4-(1-oxo-1-((2,2,2-trifluoroethyl)amino)propan-2-yl)phenyl)carbamate NC=1C(=CC(=C(C1)NC(OC(C)(C)C)=O)F)C(C(NCC(F)(F)F)=O)C